β-chloropropionitrile ClCCC#N